ClC1=C(C(=O)N2CCN(CC2)C(=O)NC2[C@@H]3CNC[C@H]23)C=CC(=C1)NC(=O)C=1N(C(=CN1)C=1C(=NN(C1)CC#C)C(F)(F)F)C |r| 4-[2-chloro-4-[[1-methyl-5-[1-prop-2-ynyl-3-(trifluoromethyl)pyrazol-4-yl]imidazole-2-carbonyl]amino]benzoyl]-N-[rac-(1R,5S)-3-azabicyclo[3.1.0]hexan-6-yl]piperazine-1-carboxamide